ClC=1C=C(C=CC1)C=1C(=C2N(N1)CCC2)C=2C=C1C=NNC1=CC2 5-(2-(3-Chlorophenyl)-5,6-dihydro-4H-pyrrolo[1,2-b]pyrazol-3-yl)-1H-indazole